tert-butyl (chloromethyl) ethane-1,2-diylbis(methylcarbamate) C(CN(C(OCCl)=O)C)N(C(OC(C)(C)C)=O)C